BrC=1C(=NC=CC1)CC1N(C(C2=CC=CC=C12)=O)C/C(=C/C1=CN=NN1)/F (Z)-3-((3-bromopyridin-2-yl)methyl)-2-(2-fluoro-3-(1H-1,2,3-triazol-5-yl)allyl)isoindolin-1-one